4-(4-benzhydryl-piperazin-1-yl)-1-methyl-2-oxo-6-vinyl-1,2-dihydro-1,5-naphthyridine-3-carbonitrile C(C1=CC=CC=C1)(C1=CC=CC=C1)N1CCN(CC1)C1=C(C(N(C2=CC=C(N=C12)C=C)C)=O)C#N